C(C1=CC=CC=C1)(C1=CC=CC=C1)N1CCN(CC1)CC(COCCOC1=CC(=C(C=C1)C)C)O 1-(4-benzhydryl-piperazin-1-yl)-3-[2-(3,4-dimethylphenoxy)ethoxy]propan-2-ol